C1(=CC=C(C=C1)[Si](OC)(OC)C1=CC=C(C=C1)C)C di-p-tolyldimethoxysilane